ClC1=CC(=C(N=N1)CO)NC1CCCC1 [6-chloro-4-(cyclopentylamino)pyridazin-3-yl]methanol